ClC1=C(OC2=CC=3N(C=N2)C=NN3)C=CC(=C1)[N+](=O)[O-] 7-(2-chloro-4-nitrophenoxy)-[1,2,4]triazolo[4,3-c]pyrimidine